PERFLUOROISOPROPYL VINYL ETHER C(=C)OC(C(F)(F)F)(C(F)(F)F)F